lead-copper-iron [Fe].[Cu].[Pb]